2-{5-[3-(1-Amino-1-methyl-ethyl)-pyrrolidin-1-yl]-pyridin-2-ylamino}-8-cyclopentyl-6-hydroxymethyl-8H-pyrido[2,3-d]pyrimidin-7-one NC(C)(C)C1CN(CC1)C=1C=CC(=NC1)NC=1N=CC2=C(N1)N(C(C(=C2)CO)=O)C2CCCC2